Methyl (S)-2-(5-((8-bromo-6-((2-imino-3-methyl-2,3-dihydro-1H-imidazol-1-yl)methyl)-4-oxochroman-3-yl)methyl)-2-fluorophenoxy)acetate BrC=1C=C(C=C2C([C@H](COC12)CC=1C=CC(=C(OCC(=O)OC)C1)F)=O)CN1C(N(C=C1)C)=N